4-(2,2-dimethylpropanoyl)-6-fluoro-N-hydroxy-3,5-dihydro-2H-1,4-benzoxazepine-8-carboximidamide CC(C(=O)N1CCOC2=C(C1)C(=CC(=C2)C(NO)=N)F)(C)C